FC1(CCC(CC1)N[C@@H]1[C@H](CCCC1)NC=1C=C2CN(C(C2=CC1)=O)C1C(NC(CC1)=O)=O)F 3-(5-(((1S,2S)-2-((4,4-difluorocyclohexyl)amino)cyclohexyl)amino)-1-oxoisoindolin-2-yl)piperidine-2,6-dione